methyl 2-nitroterephthalate [N+](=O)([O-])C1=C(C(=O)OC)C=CC(=C1)C(=O)[O-]